Indolepropionate C1=CC=C2C(=C1)C(=CN2)CCC(=O)[O-]